perfluorocrotonic acid F/C(/C(=O)O)=C(\C(F)(F)F)/F